[Br].N1N=CN=C1 1,2,4-triazole bromine salt